F[C@@H](CF)C1=C(C=C(C=C1F)F)[C@@H]1C2=C(NC(=C1C(=O)OC)CF)COC2=O |o1:1| methyl (R)-4-(2-((R or S)-1,2-difluoroethyl)-3,5-difluorophenyl)-2-(fluoromethyl)-5-oxo-1,4,5,7-tetrahydrofuro[3,4-b]pyridine-3-carboxylate